1H-pyrazolo[3,4-b]pyridine-3-carboxamide N1N=C(C=2C1=NC=CC2)C(=O)N